4-(1,4-oxazepan-4-yl)quinazolin-6-ol O1CCN(CCC1)C1=NC=NC2=CC=C(C=C12)O